tert-butyl (3-fluoro-4-iodopyridin-2-yl)carbamate FC=1C(=NC=CC1I)NC(OC(C)(C)C)=O